(1R,3s,5S)-N-(2-methyl-4-nitrophenyl)-8-azabicyclo[3.2.1]octane-3-amine CC1=C(C=CC(=C1)[N+](=O)[O-])NC1C[C@H]2CC[C@@H](C1)N2